N,N-dimethyl-4-(2-[2-(octyloxy)phenyl]-6-phenyl-4-pyridinyl)-Benzenamine CN(C1=CC=C(C=C1)C1=CC(=NC(=C1)C1=CC=CC=C1)C1=C(C=CC=C1)OCCCCCCCC)C